5-[2-[2-[2-[2-chloro-3-(2,6-dioxocyclohexanecarbonyl)-6-methylsulfonyl-phenoxy]ethoxy]ethoxy]ethoxy]-2-(2,6-dioxo-3-piperidyl)isoindoline-1,3-dione ClC1=C(OCCOCCOCCOC=2C=C3C(N(C(C3=CC2)=O)C2C(NC(CC2)=O)=O)=O)C(=CC=C1C(=O)C1C(CCCC1=O)=O)S(=O)(=O)C